3-methyl-N-(1-((S)-1-(5-methyl-6-((1R,5S)-2-oxo-3-azabicyclo[3.1.0]hexan-3-yl)pyridazin-3-yl)ethyl)-1H-pyrazol-4-yl)pyrazine-2-carboxamide CC=1C(=NC=CN1)C(=O)NC=1C=NN(C1)[C@@H](C)C=1N=NC(=C(C1)C)N1C([C@@H]2C[C@@H]2C1)=O